2-(((S)-4-((S)-2-(4-chloro-2-fluorophenyl)-4-fluoro-2H-chromen-8-yl)-2-methylpiperazine-1-yl)methyl)-1-(((S)-oxetan-2-yl)methyl)-1H-benzo[d]imidazole-6-carboxylic acid ClC1=CC(=C(C=C1)[C@H]1OC2=C(C=CC=C2C(=C1)F)N1C[C@@H](N(CC1)CC1=NC2=C(N1C[C@H]1OCC1)C=C(C=C2)C(=O)O)C)F